E,E-muconic acid C(\C=C\C=C\C(=O)O)(=O)O